1,1-Bis(ethylthio)-4-(4-methoxyphenyl)-3-phenylbut-3-en-2-one C(C)SC(C(C(=CC1=CC=C(C=C1)OC)C1=CC=CC=C1)=O)SCC